1,3-bis(o-tolyl)thiourea C1(=C(C=CC=C1)NC(=S)NC1=C(C=CC=C1)C)C